methyl 1-ethyl-1-methyl-3H-furo[3,4-c]pyridine-6-carboxylate C(C)C1(OCC=2C=NC(=CC21)C(=O)OC)C